spiro[cyclohexane-1,3'-indolin]-2'-one N1C(C2(C3=CC=CC=C13)CCCCC2)=O